(3S,4S)-1-(4-(((S)-3-(hexylamino)-3-oxo-2-(3-((1S,2R)-2-phenylcyclopropyl)ureido)propyl)carbamoyl)benzoyl)-N3,N4-bis((1S,2R)-2-phenylcyclopropyl)pyrrolidine-3,4-dicarboxamide C(CCCCC)NC([C@H](CNC(=O)C1=CC=C(C(=O)N2C[C@H]([C@@H](C2)C(=O)N[C@@H]2[C@H](C2)C2=CC=CC=C2)C(=O)N[C@@H]2[C@H](C2)C2=CC=CC=C2)C=C1)NC(=O)N[C@@H]1[C@H](C1)C1=CC=CC=C1)=O